C1=CC=CC2=C1C1=C(S2)C=2C=CC3=C(SC4=C3C=CC=C4)C2C=C1 naphtho[1,2-b:5,6-b']bis[1]benzothiophene